BrC=1C=CC=C2N=CC(=NC12)C=1C=NN(C1)C1CCN(CC1)C(CCC(C(=O)NCC=1C=C2CN(C(C2=CC1)=O)C1C(NC(CC1)=O)=O)(F)F)=O 5-(4-(4-(8-bromoquinoxalin-2-yl)-1H-pyrazol-1-yl)piperidin-1-yl)-N-((2-(2,6-dioxopiperidin-3-yl)-1-oxoisoindolin-5-yl)methyl)-2,2-difluoro-5-oxopentanamide